ethyl 2-(4-ethoxyethylphenyl)-2-hydroxyimino-acetate C(C)OCCC1=CC=C(C=C1)C(C(=O)OCC)=NO